5-Bromo-2-(2-(tert-butylamino)ethoxy)pyridin-3-amine BrC=1C=C(C(=NC1)OCCNC(C)(C)C)N